(S)-1'-(6-((3-chloro-2-methylpyridin-4-yl)thio)pyrido[2,3-b]pyrazin-2-yl)-5-methoxy-1,3-dihydrospiro[indene-2,4'-piperidin]-1-amine ClC=1C(=NC=CC1SC=1C=CC=2C(=NC=C(N2)N2CCC3(CC2)[C@@H](C2=CC=C(C=C2C3)OC)N)N1)C